CN1C(C(C2=CC=CC=C12)(C)CC(C[C@@H](CCC(C(C)C)=O)C)=O)=O (4R)-1-(1,3-Dimethyl-2-oxoindolin-3-yl)-4,8-dimethylnonane-2,7-dione